[C@H](C)(CC)[C@@H]1N(CC2=C(NC1=O)C=CC=C2)C(CCN2C[C@H](CC2)O)=O (S)-3-((S)-sec-butyl)-4-(3-((S)-3-hydroxypyrrolidin-1-yl)propanoyl)-1,3,4,5-tetrahydro-2H-benzo[e][1,4]diazepin-2-one